Tert-Butyl 3-(N-hydroxycarbamimidoyl)azetidine-1-carboxylate CC(C)(C)OC(=O)N1CC(C1)/C(=N/O)/N